ClC1=CC=C(C(=O)C2=CC=C(OC(C(=O)O[C@H](CCCCCCC(C(=O)OCC)(C)C)[C@H](CCCCCCC(C(=O)OCC)(C)C)OC)(C)C)C=C2)C=C1 diethyl (9R,10S)-9-((2-(4-(4-chlorobenzoyl) phenoxy)-2-methylpropanoyl) oxy)-10-methoxy-2,2,17,17-tetramethyloctadecanedioate